1,3-diethyl-urea C(C)NC(=O)NCC